ClC1=NC=C(C(=C1F)C1=C(C=NC(=C1)C)C(=O)OC)OC.[At].[At] Diastatine methyl 2'-chloro-3'-fluoro-5'-methoxy-6-methyl-(4,4'-bipyridine)-3-carboxylate